(3R,5S)-1-(8-methoxy-1,7-naphthyridin-5-yl)-5-methylpiperidin-3-amine COC=1N=CC(=C2C=CC=NC12)N1C[C@@H](C[C@@H](C1)C)N